N1C(=CC=C1)CN1CC(CC1)CNC(=O)C1CCN(CC1)C1=NC(=NO1)C1=CC=C(C=C1)OC N-((1-((1H-Pyrrol-2-yl)methyl)pyrrolidin-3-yl)methyl)-1-(3-(4-Methoxyphenyl)-1,2,4-oxadiazol-5-yl)piperidin-4-carboxamid